C(C)O[Si](CCC[S-])(OCC)OCC.[Na+] sodium 3-triethoxysilylpropanethiolate